N1C(=NC2=C1C=CC=C2)C2=CC1=C(OC3=C1C=CC=C3)C=C2 2-(1H-benzimidazol-2-yl)dibenzo[b,d]furan